COC=1C=C(C=CC1NC1=CC(=C2C(=N1)NC=C2C(F)(F)F)NC2=CC(=CC=C2)C(F)(F)F)C(=O)N2CCC(CC2)N2CCOCC2 (3-Methoxy-4-(3-(trifluoromethyl)-4-(3-(trifluoromethyl)phenylamino)-1H-pyrrolo[2,3-b]pyridin-6-ylamino)phenyl)(4-morpholinopiperidin-1-yl)methanon